2-(tert-butyl)-N-(2-(difluoromethyl)-4-(6-(1-methyl-1H-pyrazol-4-yl)pyrazolo[1,5-a]pyrazin-4-yl)benzyl)oxazole-4-carboxamide C(C)(C)(C)C=1OC=C(N1)C(=O)NCC1=C(C=C(C=C1)C=1C=2N(C=C(N1)C=1C=NN(C1)C)N=CC2)C(F)F